calcium methane di(methyl phosphinate) CP([O-])=O.CP([O-])=O.C.[Ca+2]